ClC1=CC2=C(N(C(C(N2C)=O)=O)C2CCN(CC2)C2=CC=C(N=N2)C#N)N=C1 6-(4-(7-chloro-1-methyl-2,3-dioxo-2,3-dihydropyrido[2,3-b]pyrazin-4(1H)-yl)piperidin-1-yl)pyridazine-3-carbonitrile